(3S)-7-((S)-4-acryloyl-2-methylpiperazin-1-yl)-10-(2,4-difluorophenyl)-3-((4-(oxetan-3-yl)piperazin-1-yl)methyl)-9-(trifluoromethyl)-2H-[1,4]thiazino[2,3,4-ij]quinazolin-5(3H)-one C(C=C)(=O)N1C[C@@H](N(CC1)C1=NC(N2C3=C(C(=C(C=C13)C(F)(F)F)C1=C(C=C(C=C1)F)F)SC[C@@H]2CN2CCN(CC2)C2COC2)=O)C